CN(CC(C)(O[Al](OC(CN(C)C)(C)C)OC(CN(C)C)(C)C)C)C tris(1-dimethylamino-2-methyl-2-propoxy)aluminum